(R)-N-(1-(4-((2-(difluoromethoxy)-5-methyl-4-((1-methyl-1H-benzo[d][1,2,3]triazol-5-yl)oxy)phenyl)amino)pyrido[3,2-d]pyrimidin-6-yl)piperidin-3-yl)acrylamide FC(OC1=C(C=C(C(=C1)OC1=CC2=C(N(N=N2)C)C=C1)C)NC=1C2=C(N=CN1)C=CC(=N2)N2C[C@@H](CCC2)NC(C=C)=O)F